(7S)-3-[2-(4-Cyanopiperidin-1-yl)-2-oxoethyl]-7-methyl-2-[2-(2-oxo-1,2-dihydropyridin-1-yl)ethyl]-3H,6H,7H,8H,9H-imidazo[4,5-f]chinolin C(#N)C1CCN(CC1)C(CN1C(=NC2=C3CC[C@@H](NC3=CC=C21)C)CCN2C(C=CC=C2)=O)=O